C(CC)OCOCC\C=C/CC[Li] (3Z)-6-(propoxymethoxy)-3-hexenyl-lithium